FC=1C=C2NC(C=3N(C2=C(C1C1=C2C=CN(C2=CC(=C1)F)S(=O)(=O)C)C(F)(F)F)N=NN3)(C)C 7-fluoro-8-(6-fluoro-1-(methylsulfonyl)-1H-indol-4-yl)-4,4-dimethyl-9-(trifluoromethyl)-4,5-dihydrotetrazolo[1,5-a]quinoxaline